6-(ethylsulfonyl)-3-{[4-(4-morpholinyl)-1-piperidinyl]methyl}-N-(1-phenylcyclopropyl)-2-[3-(trifluoromethyl)phenyl]-4-quinolinecarboxamide C(C)S(=O)(=O)C=1C=C2C(=C(C(=NC2=CC1)C1=CC(=CC=C1)C(F)(F)F)CN1CCC(CC1)N1CCOCC1)C(=O)NC1(CC1)C1=CC=CC=C1